(2R,3S,5R)-5-(6-amino-2-fluoro-9H-purin-9-yl)-2-ethynyl-2-((tetradecanoyloxy)methyl)tetra-hydrofuran-3-yl tetradecanoate C(CCCCCCCCCCCCC)(=O)O[C@@H]1[C@](O[C@H](C1)N1C2=NC(=NC(=C2N=C1)N)F)(COC(CCCCCCCCCCCCC)=O)C#C